4-(4-amino-3-methoxyphenyl)piperazin-1-ethanone NC1=C(C=C(C=C1)N1CCN(CC1)CC=O)OC